(4r)-4-benzyl-2-oxazoline C(C1=CC=CC=C1)[C@H]1N=COC1